1-(2-fluoro-5-methoxyphenyl)-4-methylpent-1-en-3-one FC1=C(C=C(C=C1)OC)C=CC(C(C)C)=O